4-[6-[2-hydroxy-6-meth-yl-4-(trifluoromethyl)-phenyl]pyrazolo[3,4-b]pyridin-2-yl]bicyclo[2.2.2]octan-1-ol OC1=C(C(=CC(=C1)C(F)(F)F)C)C=1C=CC=2C(N1)=NN(C2)C21CCC(CC2)(CC1)O